9-(2-(dibutylamino)pyrimidin-5-yl)-6,7-dimethoxynaphtho[2,3-c]furan-1(3H)-one C(CCC)N(C1=NC=C(C=N1)C1=C2C=C(C(=CC2=CC2=C1C(OC2)=O)OC)OC)CCCC